3-octyl-resorcinol C(CCCCCCC)C1(CC(O)=CC=C1)O